(R)-4-(7-(difluoromethyl)imidazo[1,2-a]pyridin-3-yl)-7-((6-((dimethylamino)-methyl)-5-(tetrahydrofuran-3-yl)pyridin-2-yl)amino)isoindolin-1-one FC(C1=CC=2N(C=C1)C(=CN2)C2=C1CNC(C1=C(C=C2)NC2=NC(=C(C=C2)[C@@H]2COCC2)CN(C)C)=O)F